1,1-dimethyl-2,6-dimethylpiperidinium C[N+]1(C(CCCC1C)C)C